(3R)-1-(7-(5-Cyclopropyl-6-methyl-1H-indazol-4-yl)-8-fluoro-2-(((5S,7R)-7-(hydroxymethyl)-1-azabicyclo[3.2.0]heptan-5-yl)methoxy)pyrido[4,3-d]pyrimidin-4-yl)-3-methylpiperidin-3-ol C1(CC1)C=1C(=C2C=NNC2=CC1C)C1=C(C=2N=C(N=C(C2C=N1)N1C[C@@](CCC1)(O)C)OC[C@]12CCCN2[C@H](C1)CO)F